((2-(3'-(7-cyano-5-((3-fluoropyrrolidin-1-yl)methyl)benzo[d]oxazol-2-yl)-2,2'-dimethyl-[1,1'-biphenyl]-3-yl)-6-(difluoromethoxy)benzo[d]oxazol-5-yl)methyl)-L-proline C(#N)C1=CC(=CC=2N=C(OC21)C=2C(=C(C=CC2)C2=C(C(=CC=C2)C=2OC1=C(N2)C=C(C(=C1)OC(F)F)CN1[C@@H](CCC1)C(=O)O)C)C)CN1CC(CC1)F